FC1=CC=C(C=C1)NC(=O)C1=NNC(=C1)C N-(4-fluorophenyl)-5-methyl-1H-pyrazole-3-carboxamide